(R)-3-methyl-4-(4-(1-methyl-1H-pyrazol-5-yl)-5-(propen-2-yl)-7-(1H-pyrazol-5-yl)imidazo[1,5-b]pyridazin-2-yl)morpholine C[C@H]1N(CCOC1)C=1C=C(C=2N(N1)C(=NC2C(=C)C)C2=CC=NN2)C2=CC=NN2C